((2,3-Dihydrobenzofuran-4-yl)thiocarbamoyl)benzamide O1CCC2=C1C=CC=C2NC(=S)C2=C(C(=O)N)C=CC=C2